4-[1-[5-(difluoromethyl)-1,3,4-thiadiazol-2-yl]-6-[[3-(fluoromethyl)oxetan-3-yl]sulfamoyl]-3-methyl-2-oxo-benzimidazol-4-yl]-N,N-dimethyl-3,6-dihydro-2H-pyridine-1-carboxamide FC(C1=NN=C(S1)N1C(N(C2=C1C=C(C=C2C=2CCN(CC2)C(=O)N(C)C)S(NC2(COC2)CF)(=O)=O)C)=O)F